methyl 7-(cyclopentylamino)-2-methyl-8-(naphthalen-1-ylmethyl)-6-oxo-9-(3-(trifluoromethyl)phenyl)-3,4-dihydro-2H,6H-pyrido[1,2-e][1,2,5]thiadiazine-4-carboxylate 1,1-dioxide C1(CCCC1)NC1=C(C(=C2N(C(CN(S2(=O)=O)C)C(=O)OC)C1=O)C1=CC(=CC=C1)C(F)(F)F)CC1=CC=CC2=CC=CC=C12